FC(C1=CC=C(CCNC2=C(C=CC=C2)C2CCNCC2)C=C1)(F)F 4-(2-((4-(trifluoromethyl)phenethyl)amino)phenyl)piperidine